COC=1C=C2C(NC=NC2=C(C1)C(=O)O)=O 6-methoxy-4-oxo-3,4-dihydroquinazoline-8-carboxylic acid